octyldiethylammonium bromide [Br-].C(CCCCCCC)[NH+](CC)CC